C(O)NC(=O)NCO 1,3-bis-methylolurea